N1=C(C=CC=C1)SSC1=NC=CC=C1 o-pyridinyldisulfide